NC=1C(=NC(=C(N1)F)C1=CC=C(C=C1)N1CCN(CC1)C(C)C1CC1)C=1C=C2CCNC(C2=C(C1)F)=O 6-(3-amino-6-(4-(4-(1-cyclopropylethyl)piperazin-1-yl)phenyl)-5-fluoropyrazin-2-yl)-8-fluoro-3,4-dihydroisoquinolin-1(2H)-one